CC(C)(C)OC(=O)N[C@@H](CSCC1=CC=C(C=C1)OC)C(=O)O N-(tert-butoxycarbonyl)-S-(4-methoxybenzyl)-L-cysteine